N-((5-bromothiophen-2-yl)methyl)-N-methylglycine BrC1=CC=C(S1)CN(CC(=O)O)C